Cl.CC1(C(NC(CC1)=O)=O)C1=CC=C(C=C1)C1CCNCC1 3-methyl-3-[4-(4-piperidinyl)phenyl]piperidine-2,6-dione hydrochloride